C(C1=CC=CC=C1)N([C@@H](CC(=O)OCC)C=1C=C(C(=CC1)C)C1=CC=CC=C1)[C@H](C)C1=CC=CC=C1 ethyl (S)-3-(benzyl((R)-1-phenylethyl)amino)-3-(6-methylbiphenyl-3-yl)propanoate